1,2-dihydro-3H-benzo[e]indole C1CNC=2C=CC3=C(C12)C=CC=C3